[Sb].[Se] selenium antimony